[C@H]12CN(C[C@H](CC1)O2)C=2C1=C(N=C(N2)N2CCN(CC2)C)C(=C(N=C1)C1=CC(=CC2=CC=C(C(=C12)C#C)F)C(C#N)(C)C)F 2-(4-(4-((1R,5S)-8-oxa-3-azabicyclo[3.2.1]octan-3-yl)-8-fluoro-2-(4-methylpiperazin-1-yl)pyrido[4,3-d]pyrimidin-7-yl)-5-ethynyl-6-fluoronaphthalen-2-yl)-2-methylpropanenitrile